C(C)(=O)N(C1=C(C=C(C=C1)C1=CC=C(C=N1)NC(C(C1=CC=CC=C1)F)=O)Cl)CC1CC1 N-[6-[4-[acetyl(cyclopropylmethyl)amino]-3-chloro-phenyl]-3-pyridyl]-2-fluoro-2-phenyl-acetamide